OC=1C=C2C(=CNC2=CC1)C(=O)NC1=CC=2N(C=C1)N=CC2C=2OC(=CC2)C 5-hydroxy-N-(3-(5-methylfuran-2-yl)pyrazolo[1,5-a]pyridin-5-yl)-1H-indole-3-carboxamide